C(C)(=O)NC=1SC(=CN1)C(=O)N[C@H](C(=O)NC=1C(N(C=CC1)CC(=O)NC12CC(C1)C2)=O)CCC(C(=O)NCC)=O (S)-2-(2-Acetamidothiazol-5-carboxamido)-N1-(1-(2-(bicyclo[1.1.1]pentan-1-ylamino)-2-oxoethyl)-2-oxo-1,2-dihydropyridin-3-yl)-N6-ethyl-5-oxohexandiamid